5-Methyl-N-(1-(naphthalen-1-yl)cyclopropyl)-3-propyl-2,3-dihydrobenzofuran-6-carboxamide CC=1C(=CC2=C(C(CO2)CCC)C1)C(=O)NC1(CC1)C1=CC=CC2=CC=CC=C12